C(\C=C\C(=O)OCCCCCCCCCCCCCCCCCCC)(=O)OCCCCCCCCCCCCCCCCCCC dinonadecyl fumarate